C(C(=C)C)(=O)OCC(COCCOCC(COC(C(=C)C)=O)O)O 1,2-Bis(3-methacryloyloxy-2-hydroxypropoxy)ethane